F[C@@]1([C@@H](O[C@@H]([C@H]1O)CO)N1C(=O)NC(=O)C(=C1)C#C)O (2'S)-2'-fluoro-5-ethynyluridine